C(C)NC(C1=CC=CC=C1)=O N-ethyl-benzamide